Benzyl ((1R,2R)-1,3-dihydroxy-1-phenylpropan-2-yl)carbamate O[C@@H]([C@@H](CO)NC(OCC1=CC=CC=C1)=O)C1=CC=CC=C1